diethyl (4-((6-fluoro-5H-pyrido[3,2-b]indol-5-yl)methyl)benzyl)phosphonate FC1=CC=CC=2C3=C(N(C12)CC1=CC=C(CP(OCC)(OCC)=O)C=C1)C=CC=N3